C(#N)C=1C=C(C=CC1)N1N=C(C=C1C(=O)NC1=CC(=CC=C1)C(C1=C(C=CC=C1)F)O)C(F)(F)F (3-cyanophenyl)-N-(3-(hydroxy(2-fluorophenyl)methyl)phenyl)-3-(trifluoromethyl)-1H-pyrazole-5-carboxamide